C(C)OC1=C(C=C(C=C1)S(=O)(=O)NC1CN(C1)C(=O)OC(C)(C)C)C=1NC(C2=C(N1)C(=NN2C)CCC)=O tert-butyl 3-((4-ethoxy-3-(1-methyl-7-oxo-3-propyl-6,7-dihydro-1H-pyrazolo[4,3-d]pyrimidin-5-yl)phenyl)sulfonamido)azetidine-1-carboxylate